N1C(=NC=C1)C(=O)O Imidazolecarboxylic acid